ClC=1C=CC(=C(C(=O)OC)C1)OC1=NC=C(C=C1)C1CN(C1)C(CC[C@H]1NC(OC1)=O)=O methyl 5-chloro-2-[[5-[1-[3-[(4R)-2-oxooxazolidin-4-yl]propanoyl]azetidin-3-yl]-2-pyridyl]oxy]benzoate